FC1=C(C=CC(=C1)OC(F)(F)F)C1(CC1)C(=O)NC=1C=CC(=C(C(=O)O)C1)C=1C=NN(C1)CC(C)C 5-[({1-[2-Fluoro-4-(trifluoromethoxy)phenyl]cyclopropyl}carbonyl)amino]-2-[1-(2-methylpropyl)-1H-pyrazol-4-yl]benzoic acid